7-(sec-butoxy)-N-(1-cyclopropyl-2-oxo-1,2-dihydropyridin-3-yl)-2-((1s,4r)-1-methyl-2-oxabicyclo[2.2.1]hept-4-yl)imidazo[1,2-a]pyridine-6-carboxamide C(C)(CC)OC1=CC=2N(C=C1C(=O)NC=1C(N(C=CC1)C1CC1)=O)C=C(N2)[C@@]21CO[C@@](CC2)(C1)C